2-((1S,4R)-2-azabicyclo[2.2.1]heptan-2-yl)-N-(6-methyl-5-nitropyridin-3-yl)acetamide [C@H]12N(C[C@H](CC1)C2)CC(=O)NC=2C=NC(=C(C2)[N+](=O)[O-])C